FCCCCS(=O)(=O)ON1C(CCC1=O)=O N-(fluorobutanesulfonyloxy)succinimide